CC1(OB(OC1(C)C)C1CC12CCC2)C 4,4,5,5-tetramethyl-2-(spiro[2.3]hexan-1-yl)-1,3,2-dioxaborolane